Racemic-1-(1-amino-1-oxopropan-2-yl)-N-((5-phenyl-1,3,4-thiadiazol-2-yl)methyl)-1H-1,2,3-triazole-4-carboxamide NC([C@@H](C)N1N=NC(=C1)C(=O)NCC=1SC(=NN1)C1=CC=CC=C1)=O |r|